2-carboxyl-3-isopentenyl-1,4-naphthoquinone C(=O)(O)C=1C(C2=CC=CC=C2C(C1CCC(=C)C)=O)=O